C(C)(C)(C)OC(NC1=CC(=NC=C1CCCOC)NC(C)=O)=O (2-Acetamido-5-(3-methoxypropyl)pyridin-4-yl)carbamic acid tert-butyl ester